The molecule is a 4,5-dihydropyrazole having p-sulfophenyl-, carboxy-, amino- and oxo substituents at the 1-, 3-, 4- and 5-positions respectively. It is a member of pyrazoles, a monocarboxylic acid, a sulfonic acid and an amino acid. It derives from an antipyrine. C1=CC(=CC=C1N2C(=O)C(C(=N2)C(=O)O)N)S(=O)(=O)O